3-[6-[3-[2-[(3-bromo-2-methyl-phenoxy)methyl]-7-azaspiro[3.5]nonan-7-yl]propyl]-1-methyl-indazol-3-yl]piperidine-2,6-dione BrC=1C(=C(OCC2CC3(C2)CCN(CC3)CCCC3=CC=C2C(=NN(C2=C3)C)C3C(NC(CC3)=O)=O)C=CC1)C